CC1(CC(CC(N1)(C)C)O)C 2,6,6-tetramethyl-4-hydroxypiperidine